CC(C)OC1=CC=C(C=C1)C1CCNCCC1 4-{4-[(propan-2-yl)oxy]phenyl}azepane